4-(4-((4-methylpiperazin-1-yl)methyl)phenyl)-2,7-bis(3-morpholinopropyl)-9-((2-(pyrrolidin-1-yl)ethyl)amino)benzo[lmn][3,8]phenanthroline-1,3,6,8(2H,7H)-tetraone CN1CCN(CC1)CC1=CC=C(C=C1)C1=CC=2C(N(C(C=3C2C=2C(C(N(C(C12)=O)CCCN1CCOCC1)=O)=CC3NCCN3CCCC3)=O)CCCN3CCOCC3)=O